5-amino-5-oxo-4-(3-oxo-7-((2-(4-(trifluoromethoxy)phenyl)oxazol-5-yl)methoxy)-1,3-dihydro-2H-indazol-2-yl)pentanoic acid tert-butyl ester C(C)(C)(C)OC(CCC(C(=O)N)N1NC2=C(C=CC=C2C1=O)OCC1=CN=C(O1)C1=CC=C(C=C1)OC(F)(F)F)=O